C(C)(C)(C)OC(=O)N(C1=CC(=NC=2N1N=CC2C2CCC2)O[C@@H]2CN(CCC2)C(=O)OC(C)(C)C)C2=CC(=CC(=C2)C)C(F)(F)F Tert-Butyl (S)-3-((7-((tert-butoxycarbonyl)(5-methyl-3-trifluoromethylphenyl)amino)-3-cyclobutylpyrazolo[1,5-a]pyrimidin-5-yl)oxy)piperidine-1-carboxylate